C(OCNCCCNCCNCC)(=O)O 2-oxa-4,8,11-triazatridecanoic acid